9,9-dimethyl-2-(piperazin-1-ylmethyl)-6-(piperidin-1-yl)-9,10-dihydroacridine CC1(C2=CC=C(C=C2NC=2C=CC(=CC12)CN1CCNCC1)N1CCCCC1)C